((2-Boc-2-(4-methoxybenzyl)hydrazino)methyl)-N-isopropylbenzamide C(=O)(OC(C)(C)C)N(NCC1=C(C(=O)NC(C)C)C=CC=C1)CC1=CC=C(C=C1)OC